C[NH+](CCC)C N,N-dimethylpropan-1-aminium